tert-butyl-(cyclopent-3-en-1-yloxy)diphenylsilane Ethyl-2-(((1s,4s)-4-(2-((tert-butoxycarbonyl)amino)propan-2-yl)cyclohexyl)-oxy)acetate C(C)OC(COC1CCC(CC1)C(C)(C)NC(=O)OC(C)(C)C)=O.C(C)(C)(C)[Si](C1=CC=CC=C1)(C1=CC=CC=C1)OC1CC=CC1